1-cyclopropyl-2-fluoro-4-iodo-5-methoxybenzene C1(CC1)C1=C(C=C(C(=C1)OC)I)F